Ethyl 8-(5-(((5-fluoro-2,3-dihydrobenzofuran-4-yl)methyl)amino)-[1,2,4]triazolo[4,3-c]pyrimidin-8-yl)-5-methylimidazo[1,2-a]pyridine-3-carboxylate FC=1C=CC2=C(CCO2)C1CNC1=NC=C(C=2N1C=NN2)C=2C=1N(C(=CC2)C)C(=CN1)C(=O)OCC